CN([C@H]1[C@H](CCCC1)N(C=1C=C2C(N(C(C2=CC1)=O)C1C(NC(CC1)=O)=O)=O)C)C 5-(((1S,2R)-2-(Dimethylamino)cyclohexyl)(methyl)amino)-2-(2,6-dioxopiperidin-3-yl)isoindolin-1,3-dion